FC(C1=NC=C(C=N1)OC1=CC=C(C=C1)C1=NOC(=N1)CC(C(=O)O)=C)(F)F 2-((3-(4-((2-(trifluoromethyl)pyrimidin-5-yl)oxy)phenyl)-1,2,4-oxadiazol-5-yl)methyl)acrylic acid